C(C1=CC=CC=C1)[C@@H]1CN(CCN1C1=NC=C2C(=N1)N(N=C2C2=C(C(=C(C(=C2)C(F)(F)F)F)O)F)C)S(=O)(=O)CCC(=O)O (R)-3-((3-Benzyl-4-(3-(2,4-difluoro-3-hydroxy-5-(trifluoromethyl)phenyl)-1-methyl-1H-pyrazolo[3,4-d]pyrimidin-6-yl)piperazin-1-yl)sulfonyl)propanoic Acid